(R)-5-(4-(6-(1,2-Dihydroxyethyl)pyridin-2-yl)phenoxy)-2-(trifluoromethyl)benzonitril O[C@@H](CO)C1=CC=CC(=N1)C1=CC=C(OC=2C=CC(=C(C#N)C2)C(F)(F)F)C=C1